2-[8-(3,6-dihydro-2H-pyran-4-yl)-4-ethyl-2-oxo-3-piperazin-1-yl-1,5,7,9-tetraazabicyclo[4.3.0]nona-3,6,8-trien-5-yl]-N-[2-methyl-4-(trifluoromethyl)phenyl]acetamide O1CCC(=CC1)C=1N=C2N(C(=C(C(N2N1)=O)N1CCNCC1)CC)CC(=O)NC1=C(C=C(C=C1)C(F)(F)F)C